tert-butyl N-{5-methoxypyrazolo[1,5-a]pyridin-3-yl}carbamate COC1=CC=2N(C=C1)N=CC2NC(OC(C)(C)C)=O